ClC1=NN2C(N=CC3=C2[C@@](CN3C(=O)NC=3C=NC(=C(C3)Cl)N3N=CC=N3)(C)C(F)F)=C1 (S)-2-chloro-N-(5-chloro-6-(2H-1,2,3-triazol-2-yl)-pyridin-3-yl)-8-(difluoromethyl)-8-methyl-7,8-dihydro-6H-pyrazolo[1,5-a]pyrrolo[2,3-e]pyrimidine-6-carboxamide